1-{4-[(3,4-dihydro-2H-1,5-benzodioxepin-7-yl)sulfamoyl]phenyl}-3-(pyridin-3-ylmethyl)urea O1CCCOC2=C1C=CC(=C2)NS(=O)(=O)C2=CC=C(C=C2)NC(=O)NCC=2C=NC=CC2